C(C)C1=CC2=C(CCO[C@]23C[C@@H](N(CC3)CC3CC(C3)NC(OC(C)(C)C)=O)C)S1 tert-butyl N-[3-[[(2'S,4R)-2-ethyl-2'-methyl-spiro[6,7-dihydrothieno[3,2-c]pyran-4,4'-piperidine]-1'-yl]methyl]cyclobutyl]carbamate